C(C)(C)(C)OC(=O)N1CC2=C(C=CC=C2CC1)NS(=O)(=O)C1=NC=CC=C1C 8-(3-methylpyridine-2-sulfonylamino)-3,4-dihydroisoquinoline-2(1H)-carboxylic acid tert-butyl ester